(3R)-4-[3-chloro-7-(dimethyl-1H-1,2,3-triazol-5-yl)-[1,2]Thiazolo[4,5-b]Pyridin-5-yl]-3-methylmorpholine ClC1=NSC=2C1=NC(=CC2C2=C(N=NN2C)C)N2[C@@H](COCC2)C